O=S1(CCN(CC1)C(CO)=O)=O 1-(1,1-dioxo-1,4-thiazinan-4-yl)-2-hydroxy-ethanone